((S)-1-(3-bromo-2-fluorophenyl)-3-(trimethylsilyl)prop-2-yn-1-yl)-2-methylpropane-2-sulfinamide BrC=1C(=C(C=CC1)[C@@H](C#C[Si](C)(C)C)CC(C)(S(=O)N)C)F